N1(C=NC=2C1=C1C(=NC2)NC=C1)N1CN(CC1)C(CC#N)=O 3-(3-(imidazo[4,5-d]pyrrolo[2,3-b]pyridin-1(6H)-yl)imidazolin-1-yl)-3-oxopropanenitrile